C(C1=CC=CC=C1)=C1OC(C2=CC(=CC=C12)C)=O 3-benzylidene-6-methylisobenzofuran-1(3H)-one